FC(OC1=C(C=C(C=O)C=C1)C1=C(C=NC=C1C)C)F 4-(difluoromethoxy)-3-(3,5-dimethyl-4-pyridyl)benzaldehyde